(Z)-3-chloro-N'-hydroxy-4-methylbenzenecarboximidamide ClC=1C=C(C=CC1C)/C(/N)=N/O